C(C)OC=1C(=CC2=CN(N=C2C1)C)C(=O)NC1=CC=C(N=N1)C=1CCN(CC1)C(=O)OC(C)(C)C tert-butyl 4-(6-(6-ethoxy-2-methyl-2H-indazole-5-carboxamido)pyridazin-3-yl)-3,6-dihydropyridine-1(2H)-carboxylate